O1CCC(CC1)=O p-oxanone